COC=1C2=C(N=CN1)C(=CS2)SCCC(=O)OC methyl 3-((4-methoxythieno[3,2-d]pyrimidin-7-yl)thio)propanoate